(5-(6,6-dimethyl-3-azabicyclo[3.1.0]-hexan-3-yl)pyridin-3-yl)methanone CC1(C2CN(CC12)C=1C=C(C=NC1)C=O)C